CC1=CC(OC2=CC(=CC=C12)OCC1=CC=C(C(=O)OCC(NC(NCC2=NC=CC=C2)=O)=O)C=C1)=O [2-oxo-2-(2-pyridylmethylcarbamoylamino)ethyl] 4-[(4-methyl-2-oxo-chromen-7-yl)oxymethyl]benzoate